(5-(2-fluoro-4-methylphenyl)-1H-imidazol-2-yl)piperidine-1-carboxylic acid tert-butyl ester C(C)(C)(C)OC(=O)N1C(CCCC1)C=1NC(=CN1)C1=C(C=C(C=C1)C)F